C(C)(C)(C)C1=NNC(=C1)NC1=CC(=NC(=N1)C=1C=NC=CC1)N1CC2(CC1)CC(CCC2)C(=O)NC 2-(6-((3-(tert-butyl)-1H-pyrazol-5-yl)amino)-2-(pyridin-3-yl)pyrimidin-4-yl)-N-methyl-2-azaspiro[4.5]decane-7-carboxamide